NC(C(=O)O)CCC1=CC=C(C=C1)Br 2-Amino-4-(4-bromophenyl)butanoic acid